(R)-N-(6-Isopropyl-1,4-dimethyl-2-(3-((5-(trifluoromethyl)pyrimidin-2-yl)amino)piperidin-1-yl)-1H-benzo[d]imidazol-5-yl)acrylamide C(C)(C)C=1C(=C(C2=C(N(C(=N2)N2C[C@@H](CCC2)NC2=NC=C(C=N2)C(F)(F)F)C)C1)C)NC(C=C)=O